5-{2-[5-fluoro-2-(7-methylquinoline-8-sulfonamido)phenyl]ethynyl}pyridine-2-carboxylic acid FC=1C=CC(=C(C1)C#CC=1C=CC(=NC1)C(=O)O)NS(=O)(=O)C=1C(=CC=C2C=CC=NC12)C